O1CCN(CC1)C/C=C/C(=O)OC(C)(C)C tert-butyl (E)-4-morpholinobut-2-enoate